CCC(C(=O)[O-])(C(C)(C)C)N=NC(C(=O)[O-])(C)C dimethyl(dimethyl 2,2'-azobisisobutyrate)